(4'-methyl-5-(4-methylpiperazin-1-yl)-2',3',4',5'-tetrahydro-[1,1'-biphenyl]-2-yl)pyrimidine-4-carboxamide CC1CCC(=CC1)C1=C(C=CC(=C1)N1CCN(CC1)C)C1=NC=CC(=N1)C(=O)N